3-(5-(difluoromethyl)-1,3,4-thiadiazol-2-yl)-N-(3-methyloxetan-3-yl)-8-(4,7-diazaspiro[2.5]octan-7-yl)imidazo[1,5-a]pyridine-6-sulfonamide FC(C1=NN=C(S1)C1=NC=C2N1C=C(C=C2N2CCNC1(CC1)C2)S(=O)(=O)NC2(COC2)C)F